N-(6-(difluoromethyl)pyridin-2-yl)-2-(1-(fluoromethyl)-2-oxabicyclo[2.1.1]hexan-4-yl)-7-isopropoxyimidazo[1,2-a]pyrimidine-6-carboxamide FC(C1=CC=CC(=N1)NC(=O)C=1C(=NC=2N(C1)C=C(N2)C21COC(C2)(C1)CF)OC(C)C)F